C1=CC=CC=2C3=CC=CC=C3N(C12)CC(=O)O 2-(9H-carbazole-9-yl)acetic acid